(2,5-dioxido-4-imidazolidinyl)-urea [O-]C1NC(C(N1)NC(=O)N)[O-]